C(CCCCCCCCCC\C=C/C=C)O (12Z)-12,14-pentadecadien-1-ol